Methyl-N-{5-[(3-methoxy-4-{5-[(morpholin-4-yl)methyl]-1,2,4-oxadiazol-3-yl}pyridin-2-yl)amino]-6-[(2H3)methylcarbamoyl]pyridazin-3-yl}carbamat COC(NC=1N=NC(=C(C1)NC1=NC=CC(=C1OC)C1=NOC(=N1)CN1CCOCC1)C(NC([2H])([2H])[2H])=O)=O